4-[[5-(3-benzyloxy-4-methoxy-phenyl)tetrazol-2-yl]methyl]benzohydroxamic acid C(C1=CC=CC=C1)OC=1C=C(C=CC1OC)C=1N=NN(N1)CC1=CC=C(C(=O)NO)C=C1